C(C)OC(C(NCC(C1=C(C=CC=C1)OC(F)(F)F)=O)=O)=O 2-Oxo-2-((2-oxo-2-(2-(trifluoromethoxy)phenyl)ethyl)amino)acetic acid ethyl ester